iminotryptophan N=N[C@@H](CC1=CNC2=CC=CC=C12)C(=O)O